(E)-N'-(3,4-dihydroxybenzylidene)-4-hydroxy-3-methylbenzofuran-2-carbohydrazide OC=1C=C(\C=N\NC(=O)C=2OC3=C(C2C)C(=CC=C3)O)C=CC1O